ClC1=C(C=CC(=C1)C(F)(F)F)NC(=O)C1(CCC1)N1N=CC(=C1)C1CCN(CC1)CC1CCN(CC1)C=1C=C2C(N(C(C2=CC1)=O)C1C(NC(CC1)=O)=O)=O N-(2-chloro-4-(trifluoromethyl)phenyl)-1-(4-(1-((1-(2-(2,6-dioxopiperidine-3-yl)-1,3-dioxoisoindoline-5-yl)piperidin-4-yl)methyl)piperidin-4-yl)-1H-pyrazol-1-yl)cyclobutane-1-formamide